ClCCC(=O)NC1=NC=NC(=C1Cl)OC1=CC=C(C=C1)O 3-chloro-N-(5-chloro-6-(4-hydroxyphenoxy)pyrimidin-4-yl)propanamide